10,10'-(3',5'-bis(4-(1-methyl-1H-benzo[d]imidazol-2-yl)phenyl)-[1,1':2',1''-terphenyl]-3,3''-diyl)bis(5-methyl-5,10-dihydrophenazine) CN1C(=NC2=C1C=CC=C2)C2=CC=C(C=C2)C2=C(C(=CC(=C2)C2=CC=C(C=C2)C2=NC1=C(N2C)C=CC=C1)C1=CC(=CC=C1)N1C2=CC=CC=C2N(C=2C=CC=CC12)C)C1=CC(=CC=C1)N1C2=CC=CC=C2N(C=2C=CC=CC12)C